ClC(Cl)(Cl)C=1NSC=CC1 Trichloromethyl-thiazine